9,10-Dimethoxy-2-[[2-(2-oxo-imidazolin-1-yl)-ethyl]-(2,4,6-trimethyl-phenyl)-amino]-6,7-dihydro-pyrimido[6,1-a]isoquinolin-4-one COC=1C=C2CCN3C(C2=CC1OC)=CC(=NC3=O)N(C3=C(C=C(C=C3C)C)C)CCN3C(NCC3)=O